N1(N=CC=C1)C1=C(CNC=2C3=C(N=C(N2)NC[C@@H]2[C@H](CNCC2)O)C(=NN3)C(C)C)C=CC=C1 (3R,4R)-4-(((7-((2-(1H-pyrazol-1-yl)benzyl)amino)-3-isopropyl-1H-pyrazolo[4,3-d]pyrimidin-5-yl)amino)methyl)piperidin-3-ol